tert-butyl (2S,6R)-2-((benzyloxy)methyl)-6-(difluoromethoxy)-1,4-oxazepane-4-carboxylate C(C1=CC=CC=C1)OC[C@H]1OC[C@@H](CN(C1)C(=O)OC(C)(C)C)OC(F)F